N[C@@H](COCC1=CC(=C(N=N1)OC)N)C 6-[[(2R)-2-aminopropoxy]methyl]-3-methoxy-pyridazin-4-amine